C(C)C12CCCCCCC3COC=4C=CC=CC4C3NC(C=3C=CC=C(CN(C(N1)=[NH2+])C(C2)=O)C3)=O (26-ethyl-8,29-dioxo-17-oxa-1,9,27-triazapentacyclo[24.2.2.13,7.010,19.011,16]hentriaconta-3,5,7(31),11(16),12,14-hexaen-28-ylidene)ammonium